7-isopropyl-4-(3-methoxypropoxy)-11-oxo-2,6,7,11-tetrahydro-1H-furo[2,3-H]pyrido[2,1-a]phthalazine-10-carboxylic acid C(C)(C)N1N2C(C=3C4=C(C(=CC3C1)OCCCOC)OCC4)=CC(C(=C2)C(=O)O)=O